[O-2].[Cr+6].[O-2].[O-2] chromium (VI) oxide